(triphenylen-2-yl)-1,3,5-triazine C1=C(C=CC=2C3=CC=CC=C3C3=CC=CC=C3C12)C1=NC=NC=N1